N-(6-((5-bromo-2-chloropyrimidin-4-yl)amino)quinolin-5-yl)-N-methylmethanesulfonamide BrC=1C(=NC(=NC1)Cl)NC=1C(=C2C=CC=NC2=CC1)N(S(=O)(=O)C)C